O=CNCCCCCCCC(NCCOCCOCCOCCC(=O)[O-])=O 1,10-dioxo-14,17,20-trioxa-2,11-diazatricosan-23-oat